C(#N)C1=CC(=CC=2N=C(OC21)C=2C(=C(C=CC2)C2=C(C(=CC=C2)C=2OC1=C(N2)C=C(C(=C1)OC(F)F)CN1[C@@H](CCC1)C(=O)O)C)C)CN1C[C@H](CC1)C ((2-(3'-(7-cyano-5-(((S)-3-methylpyrrolidin-1-yl)methyl)benzo[d]oxazol-2-yl)-2,2'-dimethyl-[1,1'-biphenyl]-3-yl)-6-(difluoromethoxy)benzo[d]oxazol-5-yl)methyl)-L-proline